3-(2-chloro-3-nitro-4-pyridinyl)-2-hydroxy-prop-2-enoic acid ethyl ester C(C)OC(C(=CC1=C(C(=NC=C1)Cl)[N+](=O)[O-])O)=O